(S)-2-amino-N-(1-(8-((6,7-dihydro-4H-pyrazolo[5,1-c][1,4]oxazin-3-yl)ethynyl)-1-oxo-2-phenyl-1,2-Dihydroisoquinolin-3-yl)ethyl)pyrazolo[1,5-a]pyrimidine-3-carboxamide NC1=NN2C(N=CC=C2)=C1C(=O)N[C@@H](C)C=1N(C(C2=C(C=CC=C2C1)C#CC=1C=NN2C1COCC2)=O)C2=CC=CC=C2